COC1=CC=C(COC2=NC=CC=C2C(C)=NO)C=C1 1-(2-((4-methoxybenzyl)oxy)pyridin-3-yl)ethan-1-one oxime